FC1=CC=C(C=C1)C=1N=C(C2=C(N1)SC(=C2)C)NCCCC2=CC=CC=C2 2-(4-fluorophenyl)-6-methyl-N-(3-phenylpropyl)thieno[2,3-d]pyrimidin-4-amine